BrC12CC3(CC(CC(C1)(C3)C)(C2)C)CO (3-bromo-5,7-dimethyladamantan-1-yl)methanol